FC=1C=C(C=CC1)C1=NC(=NC(=N1)C1=CC=CC=C1)C1=CC=CC=C1 2-(3-fluorophenyl)-4,6-diphenyl-1,3,5-triazine